C(C)(C)(C)OC(=O)N1C[C@H]([C@@H](C1)F)N(CC1=CC=CC=C1)CC1=CC=CC=C1 (3R,4R)-3-(dibenzylamino)-4-fluoropyrrolidine-1-carboxylic acid tert-butyl ester